N[C@H]1CC=CC[C@@H]1C1=C(C2=NC(=CC(=C2S1)NCC=1SC=CC1)Cl)C#CC=1C=NC=CC1 |r| Racem-2-((1S,6S)-6-aminocyclohex-3-en-1-yl)-5-chloro-3-(pyridin-3-ylethynyl)-N-(thiophen-2-ylmethyl)thieno[3,2-b]pyridin-7-amine